C(C)OC(CCC1(OCC(O1)C)C)=O Ethyl-3-(2,4-dimethyl-1,3-dioxolan-2-yl)propanoat